COC1=C(C=CC=C1)N1CCOC2(C1)C=C(C(C(C2)(C)C)=O)C#N 4-(2-methoxyphenyl)-10,10-dimethyl-9-oxo-1-oxa-4-azaspiro[5.5]undec-7-ene-8-carbonitrile